bis[2-(2-butoxypropoxy) propyl] adipate C(CCCCC(=O)OCC(C)OCC(C)OCCCC)(=O)OCC(C)OCC(C)OCCCC